5-(6-Amino-2-fluoro-9H-purin-9-yl)-2-ethynyl-2-({((S)-(({S}-1-isopropoxy-1-oxopropan-2-yl)amino)(phenoxy)phosphoryl)oxy}methyl)tetrahydrofuran-3-yl stearate C(CCCCCCCCCCCCCCCCC)(=O)OC1C(OC(C1)N1C2=NC(=NC(=C2N=C1)N)F)(CO[P@](=O)(OC1=CC=CC=C1)N[C@H](C(=O)OC(C)C)C)C#C